3-(methoxymethyl)-1-(4-((2-oxopyridin-1(2H)-yl)methyl)benzyl)-1H-pyrazole-4-carboxylic acid methyl ester COC(=O)C=1C(=NN(C1)CC1=CC=C(C=C1)CN1C(C=CC=C1)=O)COC